C(CCC)OC1=CC=C(C=C1)C=CC1=NC(=NC(=N1)C(Cl)(Cl)Cl)C(Cl)(Cl)Cl 2-[2-(p-butoxyphenyl)vinyl]-4,6-bis(trichloromethyl)s-triazine